C1(CCCCC1)C1=CC=C(C=C1)C=1NC=2N(C(C1)=O)N=CC2C(=O)N2[C@H]([C@H](C2)CF)C 5-(4-cyclohexylphenyl)-3-(cis-3-(fluoromethyl)-2-methylazetidine-1-carbonyl)pyrazolo[1,5-a]pyrimidin-7(4H)-one